6-[(2-{2-[2-({2-methyl-4-[5-(trifluoromethyl)pyridin-2-yl]-2H,4H-[1,2,3]triazolo[4,5-b]indol-7-yl}formamido)ethoxy]ethoxy}ethyl)carbamoyl]hexanoic acid CN1N=C2C(N(C=3C=CC(=CC23)C(=O)NCCOCCOCCNC(=O)CCCCCC(=O)O)C2=NC=C(C=C2)C(F)(F)F)=N1